methyl 6-(benzhydrylideneamino)pyrazolo[1,5-a]pyridine-3-carboxylate C(C1=CC=CC=C1)(C1=CC=CC=C1)=NC=1C=CC=2N(C1)N=CC2C(=O)OC